{5'-chloro-3'-fluoro-2'-[(5-methylpyridine-3-sulfonyl)amino][1,1'-biphenyl]-4-yl}acetic acid ethyl ester C(C)OC(CC1=CC=C(C=C1)C1=C(C(=CC(=C1)Cl)F)NS(=O)(=O)C=1C=NC=C(C1)C)=O